phenylethynyl oxamate C(C(=O)N)(=O)OC#CC1=CC=CC=C1